C(CCCCCCC)(=O)NNC(=S)N octanoyl-thiosemicarbazide